methyl 3-(3-(((R)-7-chloro-2-ethyl-2,3-dihydronaphtho[2,3-f][1,4]oxazepin-4(5H)-yl) methyl)-4-methylphenyl)-3-(1,4-dimethyl-1H-benzo[d][1,2,3]triazol-5-yl)-2,2-dimethylpropionate ClC1=CC=CC2=CC3=C(CN(C[C@H](O3)CC)CC=3C=C(C=CC3C)C(C(C(=O)OC)(C)C)C3=C(C4=C(N(N=N4)C)C=C3)C)C=C12